C(C)OC1=CC=C(C=N1)C1=CN=C(C(=N1)C(=O)NOCC1=C(C=CC(=C1)OC)F)F 6-(6-ethoxypyridin-3-yl)-3-fluoro-N-((2-fluoro-5-methoxybenzyl)oxy)pyrazine-2-carboxamide